4-hydroxyadamantan-2-amine 2-(1-hydroxypentyl)benzoate OC(CCCC)C1=C(C(=O)O)C=CC=C1.OC1C2C(C3CC(CC1C3)C2)N